3-methyl-1H-imidazol-3-ium triflate [O-]S(=O)(=O)C(F)(F)F.C[N+]1=CNC=C1